C(CCCCCCCCCCC)SCCC(=O)OCC(COC(CCSCCCCCCCCCCCC)=O)(COC(CCSCCCCCCCCCCCC)=O)COC(CCSCCCCCCCCCCCC)=O pentaerythritol tetrakis(3-laurylsulphenyl propionate)